(2-fluorophenyl)ethan-1-one FC1=C(C=CC=C1)C(C)=O